tert-Butyl (E)-(3-(3-(methyl((3-methyl-5-(pyridin-3-yloxy)benzofuran-2-yl)methyl)amino)-3-oxoprop-1-en-1-yl)-8-oxo-6,7,8,9-tetrahydro-5H-pyrido[2,3-b]azepin-7-yl)carbamate CN(C(/C=C/C1=CC2=C(NC(C(CC2)NC(OC(C)(C)C)=O)=O)N=C1)=O)CC=1OC2=C(C1C)C=C(C=C2)OC=2C=NC=CC2